O[C@@]1([C@@H](CCCCC1)O)C(=O)OCC |r| (±)-cis-Ethyl 1,2-dihydroxycycloheptane-carboxylate